FC1=C(CNC(=O)C2CCN(CC2)C2=NC3=C(C=CC=C3C=C2)C)C=CC(=C1C=1NC(C=C(N1)C(C)C)=O)C(F)(F)F N-[2-fluoro-3-(4-isopropyl-6-oxo-1,6-dihydropyrimidin-2-yl)-4-(trifluoromethyl)benzyl]-1-(8-methylquinolin-2-yl)piperidine-4-carboxamide